ClC1=NC=C(C(=C1)C(CC)=O)C 1-(2-chloro-5-methylpyridin-4-yl)propan-1-one